trimethyl ortho-acetate C(C)(OC)(OC)OC